COC1=CC=C(C=C1)C=1C(OC2(C1)CC1(CCCCC1)CO2)=O 3-(4-Methoxyphenyl)-1,14-dioxadispiro[4.1.57.25]tetradec-3-en-2-one